tert-butyl (5-methyl-2-(3-(3-nitrophenyl)-3-oxopropanamido)-4-(trifluoromethyl)phenyl)carbamate CC=1C(=CC(=C(C1)NC(OC(C)(C)C)=O)NC(CC(=O)C1=CC(=CC=C1)[N+](=O)[O-])=O)C(F)(F)F